2-(3,4-dichlorophenoxy)acetamide ClC=1C=C(OCC(=O)N)C=CC1Cl